C(/C1=CC=CC=C1)=C/1\C(C2=CC=CC=C2C1)=O (E)-2-benzylidene-2,3-dihydro-1H-inden-1-one